6-(3,3-difluoro-1-methylcyclobutyl)-2-(methylthio)-6,7-dihydro-5H-pyrrolo[3,4-d]pyrimidin-5-one FC1(CC(C1)(C)N1CC=2N=C(N=CC2C1=O)SC)F